CN1C=C(C=2C1=NC(=CC2)C(=O)OC)N2N=CC=C2 methyl 1-methyl-3-(pyrazol-1-yl)pyrrolo[2,3-b]pyridine-6-carboxylate